N-(3-hydroxy-2,2,3-trimethyl-chroman-4-yl)-3-[(2-imino-4,4-dimethyl-6-oxo-hexahydropyrimidin-1-yl)methyl]benzamide OC1(C(OC2=CC=CC=C2C1NC(C1=CC(=CC=C1)CN1C(NC(CC1=O)(C)C)=N)=O)(C)C)C